C(C)(C)(C)N1CCC2(CC1)C(C1=CC(=CC=C1C2)C#N)N[S@](=O)C(C)(C)C tert-butyl-1-[[(R)-tert-butylsulfinyl]amino]-6-cyano-spiro[indane-2,4'-piperidine]